NC=1C(=NC=CC1)C=O 3-AMINO-PYRIDINE-2-CARBALDEHYDE